N1C=C(C=C1)C=1C=C(C=CC1)S(=O)(=O)N1CCC2(CC(CO2)NC[C@@H](COC=2C=C(C=CC2)S(=O)(=O)NC)O)CC1 3-((2S)-3-(8-(3-(1H-pyrrol-3-yl)phenylsulfonyl)-1-oxa-8-azaspiro[4.5]dec-3-ylamino)-2-hydroxypropoxy)-N-methylbenzenesulfonamide